CC=1C(=C(C=C(C1)C)O)C1=C2C(=C(N=N1)N[C@H]1CN(CCC1)C)C=NC=C2 3,5-dimethyl-2-(4-{[(3R)-1-methylpiperidin-3-yl]amino}pyrido[3,4-d]pyridazin-1-yl)phenol